BrC1=CC(=C(C(=O)O)C=C1)O[C@H](C(F)(F)F)C 4-bromo-2-{[(2S)-1,1,1-trifluoropropan-2-yl]oxy}benzoic acid